4-[cyclopropyl-[4-(5,6,7,8-tetrahydro-1,8-naphthyridin-2-yl)butyl]amino]-2-(3-methoxybutoxycarbonylamino)butanoic acid C1(CC1)N(CCC(C(=O)O)NC(=O)OCCC(C)OC)CCCCC1=NC=2NCCCC2C=C1